O[C@H]1CC[C@@]2([C@H]3CC[C@]4([C@H]([C@@H]3CC=C2C1)CC[C@@H]4[C@@H](CCC(=O)N4CC(N(CC4)C)=O)C)C)C 4-[(4R)-4-[(1R,3aS,3bS,7S,9aR,9bS,11aR)-7-hydroxy-9a,11a-dimethyl-1H,2H,3H,3aH,3bH,4H,6H,7H,8H,9H,9aH,9bH,10H,11H,11aH-cyclopenta[a]phenanthren-1-yl]pentanoyl]-1-methylpiperazin-2-one